ClC1=CC(=C2C(=N1)C1(OCC2)COCC1)OCCN(C)C 2-((2'-Chloro-4,5,5',6'-tetrahydro-2H-spiro[furan-3,8'-pyrano[3,4-b]pyridin]-4'-yl)oxy)-N,N-dimethylethylamine